ClC1=NN2C(N=C(C=C2)N2[C@H](C[C@H](C2)O)C2=C(C=CC(=C2)F)F)=C1NC(=O)NC1C(C1)(F)F 1-(2-chloro-5-((2R,4R)-2-(2,5-difluorophenyl)-4-hydroxypyrrolidin-1-yl)pyrazolo[1,5-a]pyrimidin-3-yl)-3-(2,2-difluorocyclopropyl)urea